2-((3-(2-(diisopropyl-amino)ethyl)-1H-indol-4-yl)oxy)-6-(hydroxymeth-yl)tetrahydro-2H-pyran-3,4,5-triol C(C)(C)N(CCC1=CNC2=CC=CC(=C12)OC1OC(C(C(C1O)O)O)CO)C(C)C